1-(3-bromo-2-methylphenoxy)-2,3-dihydro-1H-indene-5-carboxylic acid methyl ester COC(=O)C=1C=C2CCC(C2=CC1)OC1=C(C(=CC=C1)Br)C